Vinyl-1H-tetrazole C(=C)N1N=NN=C1